OC(CC=CCCCCCCCC(=O)O)CCCCCC 12-hydroxy-9-octadecenoic acid